5-(4-pyrazolecarbonyl)amino-3-(1-methylpiperidin-4-yl)-pyrrolo[3,2-b]pyridine N1N=CC(=C1)C(=O)NC1=CC=C2C(=N1)C(=CN2)C2CCN(CC2)C